FC=1C(=CC(=NC1)OC)C1=CC(=NN1)C(=O)N1C2(CC2)C[C@H](CC1)C(=O)NCC1=NC=C(C=C1OC)F (S)-4-(5-(5-fluoro-2-methoxypyridin-4-yl)-1H-pyrazole-3-carbonyl)-N-((5-fluoro-3-methoxypyridin-2-yl)methyl)-4-azaspiro[2.5]octane-7-carboxamide